CS(=O)(=O)OCC1N(CCN(C1)C(=O)[O-])C(=O)[O-] (((methylsulfonyl)oxy)methyl)piperazine-1,4-dicarboxylate